C(CCC)C=1N(C=C(N1)C=O)CC1=NC=C(C=C1F)Cl 2-butyl-1-[(5-chloro-3-fluoro-2-pyridinyl)methyl]imidazole-4-carbaldehyde